[Si](C)(C)(C(C)(C)C)[Si] (t-butyldimethylsilyl)Silicon